5-chloro-6-methylpyrazolo[1,5-a]pyridine-2-carboxylic acid ClC1=CC=2N(C=C1C)N=C(C2)C(=O)O